C(C=C)(=O)O.C(C=C)(=O)O acrylic acid (acrylic acid) salt